5,6-dihydro-1,4-dioxine-2,3-dinitrile O1C(=C(OCC1)C#N)C#N